FC1=C(C=C(C=C1)C)NC(=O)NC1=CC=C(C=C1)C=1C=CC=C2CC(NC12)=O 1-(2-fluoro-5-methylphenyl)-3-(4-(2-oxoindolin-7-yl)phenyl)urea